3,4-Dichlorophenyl 3-deoxy-3-[4-(3,4,5-trifluorophenyl)-1H-1,2,3-triazol-1-yl]-1-thio-α-D-galactopyranoside FC=1C=C(C=C(C1F)F)C=1N=NN(C1)[C@@H]1[C@H]([C@@H](SC2=CC(=C(C=C2)Cl)Cl)O[C@@H]([C@@H]1O)CO)O